1-cyclohexyl-4-phenylisoquinoline C1(CCCCC1)C1=NC=C(C2=CC=CC=C12)C1=CC=CC=C1